(S)-N-(amino(3-fluoro-5-(2-hydroxypropan-2-yl)thiophen-2-yl)(oxo)-λ6-sulfaneylidene)-2-(6-ethyl-4-isopropyl-1,3-dihydroisobenzofuran-5-yl)acetamide N[S@@](=NC(CC=1C(=C2COCC2=CC1CC)C(C)C)=O)(=O)C=1SC(=CC1F)C(C)(C)O